4-[4-[[3-(5-Hydroxypyridin-3-yl)-5-(trifluoromethoxy)phenyl]methyl]piperazin-1-yl]-N-[4-(2-phenylsulfanylethylamino)-3-(trifluoromethyl)phenyl]sulfonylbenzamide OC=1C=C(C=NC1)C=1C=C(C=C(C1)OC(F)(F)F)CN1CCN(CC1)C1=CC=C(C(=O)NS(=O)(=O)C2=CC(=C(C=C2)NCCSC2=CC=CC=C2)C(F)(F)F)C=C1